3-ethyl-1-(5-((2-(((3S,5S)-5-fluoropiperidin-3-yl)amino)-[4,5'-bipyrimidin]-4'-yl)oxy)-6-methylnaphthalen-1-yl)pyrrolidin-2-one C(C)C1C(N(CC1)C1=CC=CC2=C(C(=CC=C12)C)OC1=NC=NC=C1C1=NC(=NC=C1)N[C@@H]1CNC[C@H](C1)F)=O